NC1=C(C(=NC(=N1)C1=C(C=CC=C1)F)OC(C)O)OC1=C(C=CC=C1)OC ((6-amino-2-(2-fluorophenyl)-5-(2-methoxyphenoxy)pyrimidin-4-yl)oxy)ethane-1-ol